O=C1NC2=CC=CC=C2C(N1CC(=O)N[C@H](C)C1=C(C=NC=C1)F)=O (R)-2-(2,4-dioxo-1,4-dihydroquinazolin-3(2H)-yl)-N-(1-(3-fluoropyridin-4-yl)ethyl)acetamide